NC=1C=C(C=C(C1)C(F)(F)F)[C@@H](C)NC=1C2=C(N=C(N1)NC)C=NC(=C2)C2CCOCC2 (R)-N4-(1-(3-amino-5-(trifluoromethyl)phenyl)ethyl)-N2-methyl-6-(tetrahydro-2H-pyran-4-yl)pyrido[3,4-d]pyrimidine-2,4-diamine